methyl-5-nitro-1-(((S)-oxiran-2-yl)methyl)1H-imidazole CC=1N(C(=CN1)[N+](=O)[O-])C[C@@H]1OC1